tert-butyl 4-(2-(1-((2-chloro-4-(trifluoromethyl)phenyl)carbamoyl)cyclobutyl)-2,6-dihydropyrrolo[3,4-c]pyrazol-5(4H)-yl)piperidine-1-carboxylate ClC1=C(C=CC(=C1)C(F)(F)F)NC(=O)C1(CCC1)N1N=C2C(=C1)CN(C2)C2CCN(CC2)C(=O)OC(C)(C)C